(S)-8-chloro-6-(2-chlorophenyl)-4-(3-methoxy-3-oxopropyl)-4H-benzo[f][1,2,4]triazolo[4,3-a][1,4]diazepine-1-Yl 2-amino-3-methylpentanoate NC(C(=O)OC1=NN=C2N1C1=C(C(=N[C@H]2CCC(=O)OC)C2=C(C=CC=C2)Cl)C=C(C=C1)Cl)C(CC)C